heptyl phenyl ether sulfate S(=O)(=O)(O)O.C1(=CC=CC=C1)OCCCCCCC